4-[N-(2-chloroethyl)-N-[2-(mesyloxy)ethyl]amino]benzoyl-L-glutamic acid ClCCN(CCOS(=O)(=O)C)C1=CC=C(C(=O)N[C@@H](CCC(=O)O)C(=O)O)C=C1